C(C)(C)(C)OC(N[C@@H]1C[C@@H](CC12CCN(CC2)C2=NC(=C(C(=N2)C#N)C2=C(C(=CC=C2)Cl)Cl)C)O[Si](C)(C)C(C)(C)C)=O ((1R,3R)-3-((tert-butyldimethylsilyl)oxy)-8-(4-cyano-5-(2,3-dichlorophenyl)-6-methylpyrimidin-2-yl)-8-azaspiro[4.5]dec-1-yl)carbamic acid tert-butyl ester